2-(bromomethyl)-7,8-dihydro-5H-1,6-naphthyridine-6-carboxylic acid tert-butyl ester C(C)(C)(C)OC(=O)N1CC=2C=CC(=NC2CC1)CBr